FC(=C(C(C(C(C(F)(F)F)(F)F)(F)F)(C(F)(F)F)F)C(F)(F)F)F perfluoro-2,3-dimethylhexene